4-{4-[3-(3-{[ethyl-(methyl)sulfamoyl]amino}-2-fluorophenyl)-4-(pyridin-4-yl)pyrazol-1-yl]phenyl}piperidine C(C)N(S(=O)(=O)NC=1C(=C(C=CC1)C1=NN(C=C1C1=CC=NC=C1)C1=CC=C(C=C1)C1CCNCC1)F)C